C(C)OC(C(C1=C2N(C=N1)C[C@@H](C2)F)N)=O 2-amino-2-[(6R)-6-fluoro-6,7-dihydro-5H-pyrrolo[1,2-c]imidazol-1-yl]acetic acid ethyl ester